FC=1C(=CC(=C(NCC#CC=2C=C(C3=C(N(C=N3)CC(F)(F)F)C2)C(=O)N[C@@H]2[C@H](CNCC2)F)C1)OC)C(NC)=O 6-[3-[5-fluoro-2-methoxy-4-(methylcarbamoyl)anilino]prop-1-ynyl]-N-[(3S,4S)-3-fluoro-4-piperidyl]-1-(2,2,2-trifluoroethyl)benzimidazole-4-carboxamide